N-tertiary butyl-phthalimide C(C)(C)(C)N1C(C=2C(C1=O)=CC=CC2)=O